FC=1C=C2C(=NC=NC2=CC1)N1CC=2C=C(C=NC2CC1)N1C=2N([C@@H](CC1)C)N=CC2 (R)-6-fluoro-4-(3-(7-methyl-6,7-dihydropyrazolo[1,5-a]pyrimidin-4(5H)-yl)-7,8-dihydro-1,6-naphthyridin-6(5H)-yl)quinazoline